trans-(S)-(3-(4-(tert-butyl)cyclohexyl)-4-(pyrrolidin-3-yloxy)phenyl)(4-(3-(piperazin-1-yl)-5-(trifluoromethyl)phenoxy)piperidin-1-yl)methanone dihydrochloride Cl.Cl.C(C)(C)(C)[C@@H]1CC[C@H](CC1)C=1C=C(C=CC1O[C@@H]1CNCC1)C(=O)N1CCC(CC1)OC1=CC(=CC(=C1)C(F)(F)F)N1CCNCC1